NC1(CCC2(C(=CC3=CC(=CC=C23)F)Br)CC1)C(=O)O 4-amino-2'-bromo-5'-fluoro-spiro[cyclohexane-1,1'-indene]-4-carboxylic acid